CC1=NN=C(O1)C1=C(C(=NN1C1=CC=CC=C1)SCC(=O)OC)[N+](=O)[O-] methyl {[5-(5-methyl-1,3,4-oxadiazol-2-yl)-4-nitro-1-phenyl-1H-pyrazol-3-yl]sulfanyl}acetate